O1C(=CC2=C1C=CC=C2)CN2C=CC1=CC=CC(=C21)C(=O)N[C@H](C)C21CC(C2)(C1)C(=O)O (R)-3-(1-(1-(Benzofuran-2-ylmethyl)-1H-indole-7-carboxamido)ethyl)bicyclo[1.1.1]pentane-1-carboxylic acid